C(C1=CC=C(C=C1)O)C1=CC=C(C=C1)O 4,4'-Methylendiphenol